ClC1=CC(=NC=N1)NC=1N=CN(C1)C 6-chloro-N-(1-methyl-1H-imidazol-4-yl)pyrimidin-4-amine